C(C1=CC=CC=C1)OC1=CC=C(C=C1)C1=CC2=C(N=CN=C2C=2CCNCC2)N1 6-(4-(benzyloxy)phenyl)-4-(1,2,3,6-tetrahydropyridin-4-yl)-7H-pyrrolo[2,3-d]pyrimidine